C(C)OC1=CC=C(C=C1)C1=CC=C(N1)C(=O)NC1=NC(=CC=C1)C1=NN=CN1C(C)C 5-(4-ethoxyphenyl)-N-(6-(4-isopropyl-4H-1,2,4-triazol-3-yl)pyridin-2-yl)-1H-pyrrole-2-carboxamide